CN1CC(C1)(C)[C@@](C=1C=C(C=NC1)C1=NOC(=N1)CC1(CC1)NC(=O)C1CCOCC1)(C1=CC=C(C=C1)C(C)C)O Tetrahydro-pyran-4-carboxylic acid [1-(3-{5-[(R)-(1,3-dimethyl-azetidin-3-yl)-hydroxy-(4-isopropyl-phenyl)-methyl]-pyridin-3-yl}-[1,2,4]oxadiazol-5-ylmethyl)-cyclopropyl]-amide